FC(OC=1C=NC(=NC1)N[C@@H]1C[C@H](CC1)NC1=CC=C(C=N1)N1C(C(=CC=C1)C)=O)F 6'-(((1S,3S)-3-((5-(difluoromethoxy)pyrimidin-2-yl)amino)cyclopentyl)amino)-3-methyl-2H-[1,3'-bipyridyl]-2-one